8-(6-methoxypyridin-3-yl)-1-(4-(piperazin-1-yl)-3-(trifluoromethyl)phenyl)-5-(2-(pyrrolidine-1-yl)ethyl)-1,5-dihydro-4H-[1,2,3]triazolo[4,5-c]quinolin-4-one COC1=CC=C(C=N1)C1=CC=2C3=C(C(N(C2C=C1)CCN1CCCC1)=O)N=NN3C3=CC(=C(C=C3)N3CCNCC3)C(F)(F)F